COC=1C(=NC=C(C1C)SC1=CC=CC=C1)C(=O)OC methyl (3-methoxy-4-methyl-5-(phenylsulfanyl) picolinate)